C(C(C)C)N1C(C=CC(=C1)C1=NC(=NC=C1)NC1=CC=C(C=C1)N(C)C)=O 1-isobutyl-5-(2-(4-(dimethylamino)phenyl)aminopyrimidin-4-yl)-pyridin-2(1H)-one